CC1=NOC(=C1C=1C=C(OC2=C(C=C(C=C2C)NC(CCN2CCOCC2)=O)C)C=C(C1)NC(COC)=O)C N-(4-(3-(3,5-dimethylisoxazol-4-yl)-5-(2-methoxyacetamido)phenoxy)-3,5-dimethylphenyl)-3-morpholinopropanamide